OC1CCC(CC1)C1CCC2(CN(C2)C(=O)OC(C)(C)C)CC1 tert-butyl 7-(4-hydroxycyclohexyl)-2-azaspiro[3.5]nonane-2-carboxylate